BrC=1C=CC2=C(C(=NCC=3N2C=NN3)C3=C(C=CC=C3)F)C1Cl 8-bromo-7-chloro-6-(2-fluorophenyl)-4H-[1,2,4]triazolo[4,3-a][1,4]benzodiazepine